C(C)(C)N1C(NC=CC1=O)=O 3-isopropyl-pyrimidine-2,4-dione